4-(4-(4-(((2-(2,4-dioxotetrahydropyrimidin-1(2H)-yl)-1-oxoisoindolin-4-yl)oxy)methyl)benzyl)piperazin-1-yl)-3-fluorobenzonitrile O=C1N(CCC(N1)=O)N1C(C2=CC=CC(=C2C1)OCC1=CC=C(CN2CCN(CC2)C2=C(C=C(C#N)C=C2)F)C=C1)=O